[3-(4-trifluoromethyl-phenyl)-imidazo[1,2-a]pyridin-8-yl]-methanone FC(C1=CC=C(C=C1)C1=CN=C2N1C=CC=C2C=O)(F)F